[N+](#[C-])NC1=C(C=CC=C1)P(C1=CC=CC=C1)C1=CC=CC=C1 (N-isocyanoamino)triphenylphosphine